The molecule is a 1-phosphatidyl-1D-myo-inositol in which the phosphatidyl acyl groups at positions 1 and 2 are specified as (8Z,11Z,14Z,17Z)-icosatetraenoyl and (11Z)-octadecenoyl respectively. It has a role as a human metabolite. It derives from an all-cis-8,11,14,17-icosatetraenoic acid and a cis-vaccenic acid. CCCCCC/C=C\\CCCCCCCCCC(=O)O[C@H](COC(=O)CCCCCC/C=C\\C/C=C\\C/C=C\\C/C=C\\CC)COP(=O)(O)OC1[C@@H]([C@H](C([C@H]([C@H]1O)O)O)O)O